C(C)OC(=O)N1CCN(CC1)C=1C=C2CCN(C(C2=CC1)=O)C[C@@H](CN1CC2=CC=CC=C2CC1)O 4-[2-[(2R)-3-(3,4-dihydro-1H-isoquinolin-2-yl)-2-hydroxy-propyl]-1-oxo-3,4-dihydroisoquinolin-6-yl]piperazine-1-carboxylic acid ethyl ester